4-methoxycarbonyloxyphenyl-dimethyl-sulfonium trifluoromethanesulfonate FC(S(=O)(=O)[O-])(F)F.COC(=O)OC1=CC=C(C=C1)[S+](C)C